[SiH3]CCC[SiH2]C 1,5-Disilahexan